1-[[6-(difluoromethyl)-4-[2-[(2,6-dimethylpyrimidin-4-yl)amino]pyrazolo[1,5-a]pyridin-5-yl]-3-pyridyl]oxy]-2-methyl-propan-2-ol FC(C1=CC(=C(C=N1)OCC(C)(O)C)C1=CC=2N(C=C1)N=C(C2)NC2=NC(=NC(=C2)C)C)F